F[C@@H]1C[C@H](N2N=C(N=C21)C(CC)=O)C2=CC=CC=C2 |r| 1-[rac-(SR,7R)-7-fluoro-5-phenyl-6,7-dihydro-5H-pyrrolo[1,2-b][1,2,4]triazol-2-yl]propan-1-one